4-Chloro-5-(3-fluoro-4-((6-methylpyridin-2-yl)oxy)phenyl)-7,8-dihydro-6H-imidazo[1',2':1,5]pyrrolo[2,3-d]pyrimidine ClC=1C2=C(N=CN1)N1C(=C2C2=CC(=C(C=C2)OC2=NC(=CC=C2)C)F)NCC1